ClC1=CC=C2C(=CNC2=C1OCF)C=O 6-chloro-7-(fluoromethoxyl)-1H-indole-3-formaldehyde